ClC1=C(C(=O)NC2=C3C=NN(C3=CC=C2)C=2C=NC=C(C2)C(F)(F)F)C(=CC=C1CNC(C(C)(C)C)=O)Cl 2,6-Dichloro-3-{[(2,2-dimethylpropanoyl)amino]methyl}-N-{1-[5-(trifluoromethyl)pyridin-3-yl]-1H-indazol-4-yl}benzamide